COC1=CC=C(C=C1)N1C2=CC=CC=C2C=2C=CC=CC12 9-(4-methoxyphenyl)-9H-carbazole